2-(4-(6-((1-(2,2-difluoroethyl)-1H-indazol-6-yl)methoxy)pyridin-2-yl)-2-fluorobenzyl)-1-((oxetan-2-yl)methyl)-3-oxo-2,3-dihydro-1H-indazole-6-carboxylic acid FC(CN1N=CC2=CC=C(C=C12)COC1=CC=CC(=N1)C1=CC(=C(CN2N(C3=CC(=CC=C3C2=O)C(=O)O)CC2OCC2)C=C1)F)F